NC1=CC=C(C=C1)NC(\C(=C\C1=CC(=C(C=C1)O)CO)\C#N)=O (E)-N-(4-aminophenyl)-α-cyano-3-hydroxymethyl-4-hydroxycinnamamide